[Si](C1=CC=CC=C1)(C1=CC=CC=C1)(C(C)(C)C)OCC(COC1=NN(C=C1)C1=CC=C(C(=N1)Cl)C(=O)OC(C)(C)C)(C(F)(F)F)C Tert-Butyl 6-[3-[2-[[tert-butyl(diphenyl)silyl]oxymethyl]-3,3,3-trifluoro-2-methyl-propoxy]pyrazol-1-yl]-2-chloro-pyridine-3-carboxylate